6-[(5-methyl-4-oxo-3H-pyrimidin-2-yl)sulfanyl]hexyl 2-methylprop-2-enoate CC(C(=O)OCCCCCCSC1=NC=C(C(N1)=O)C)=C